dibenzyl [1-({[1-(3,5-diethoxy-4-methylphenyl)ethyl](4-phenylbutyl)carbamoyl}amino)cyclopentyl]phosphonate C(C)OC=1C=C(C=C(C1C)OCC)C(C)N(C(=O)NC1(CCCC1)P(OCC1=CC=CC=C1)(OCC1=CC=CC=C1)=O)CCCCC1=CC=CC=C1